FC(C1=CC=C(C=C1)C1=NC2=CC=CC=C2C=N1)(F)F 2-(p-trifluoromethylphenyl)quinazoline